BrC=1N(C(=C(N1)C1=NC2=C(N1C)C=C1C(=C2)OC(C(O1)(F)F)(F)F)SCC)C 2-[2-bromo-5-(ethylsulfanyl)-1-methyl-1H-imidazol-4-yl]-6,6,7,7-tetrafluoro-1-methyl-6,7-dihydro-1H-[1,4]dioxino[2,3-f]benzimidazole